N[C@H]1[C@H](C=C[C@H]([C@@H]1C1=C(C2=NC(=CC(=C2S1)NCC=1OC=CC1)Cl)Cl)C)C 2-((1s,2r,5s,6s)-6-amino-2,5-dimethylcyclohex-3-en-1-yl)-3,5-dichloro-N-(furan-2-ylmethyl)thieno[3,2-b]pyridin-7-amine